7-Methoxy-2,6-naphthyridine-3-carboxylic acid COC1=NC=C2C=C(N=CC2=C1)C(=O)O